COC1=CC=C(C=N1)C(CC(=O)O)C=1SC=C(N1)CCCC1NC2=NC=CC=C2CC1 3-(6-methoxypyridin-3-yl)-3-(4-(3-(1,2,3,4-tetrahydro-1,8-naphthyridin-2-yl)propyl)thiazol-2-yl)propionic acid